ClC1=CC=C(C=C1)C1CCC(CC1)C=1C(C(C2=CC=CC=C2C1O)=O)=O 3-[4-(4-chlorophenyl)cyclohexyl]-4-hydroxynaphthalene-1,2-dione